(R)-(6-((5-bromo-2-((3-(1-ethylpiperidin-4-yl)-1,2,3,4,4a,5-hexahydrobenzo[b]pyrazino[1,2-d][1,4]oxazin-8-yl)amino)pyrimidin-4-yl)amino)quinoxalin-5-yl)dimethylphosphine oxide BrC=1C(=NC(=NC1)NC=1C=CC2=C(OC[C@@H]3N2CCN(C3)C3CCN(CC3)CC)C1)NC=1C(=C3N=CC=NC3=CC1)P(C)(C)=O